rac-4-methyl-3-((1-(3-(3-phenyl-1H-pyrazol-5-yl)phenyl)ethyl)thio)-4H-1,2,4-triazole CN1C(=NN=C1)S[C@H](C)C1=CC(=CC=C1)C1=CC(=NN1)C1=CC=CC=C1 |r|